N-(4-(4-((R)-1-(3-(difluoromethyl)-2-fluorophenyl)ethylamino)-2-methylpyrido[2,3-d]Pyrimidin-6-yl)-1-oxo-3,6-dihydro-2H-1lambda6-thiopyran-1-ylidene)acetamide FC(C=1C(=C(C=CC1)[C@@H](C)NC=1C2=C(N=C(N1)C)N=CC(=C2)C=2CCS(CC2)(=O)=NC(C)=O)F)F